ClC=1C=C(C=CC1F)NC(N(C)[C@H](C)C1=CN=C(C2=CC=CC=C12)C#N)=O (R)-3-(3-chloro-4-fluorophenyl)-1-(1-(1-cyanoisoquinolin-4-yl)ethyl)-1-methyl-urea